N1=CN=CC2=C1N=CC1N(C2)CCC1 7,8,9,9a-tetrahydro-5H-pyrimido[4,5-e]pyrrolo[1,2-a][1,4]diazepine